ClC1=CC=C(C=C1)CN1C([C@H](CS(C2=C1C=C(C(=C2)F)/C(/N)=N/O)(=O)=O)NC(OC(C)(C)C)=O)=O tert-butyl N-[(3R)-5-[(4-chlorophenyl)methyl]-8-fluoro-1,1,4-trioxo-7-[(Z)-N'-hydroxycarbamimidoyl]-2,3-dihydro-1λ6,5-benzothiazepin-3-yl]carbamate